COC(NCC1=CC(=CC=C1)NC(C(CC1=CC=CC=C1)N1C(C=C(C(=C1)OC)C1=C(C=CC(=C1)Cl)C(C)=O)=O)=O)=O 3-(2-(4-(2-acetyl-5-chlorophenyl)-5-methoxy-2-oxopyridin-1(2H)-yl)-3-phenylpropionylamino)benzylcarbamic acid methyl ester